(1R,3S)-3-(3-((1,1-dioxido-2,3-dihydrobenzo[b]thiophen-6-yl)amino)-1H-pyrazol-5-yl)cyclopentyl isopropylcarbamate C(C)(C)NC(O[C@H]1C[C@H](CC1)C1=CC(=NN1)NC=1C=CC2=C(S(CC2)(=O)=O)C1)=O